CC1(C(COC1)NC=1C=C(C(=O)[O-])C=CC1)C 3-((4,4-dimethyltetrahydrofuran-3-yl)amino)benzoate